C(#N)C1=C(C=CC(=C1F)C(F)(F)F)N1CC[C@@H](C2=CC(=CC(=C12)C#N)F)F (4S)-1-[2-cyano-3-fluoro-4-(trifluoromethyl)phenyl]-4,6-difluoro-3,4-dihydro-2H-quinoline-8-carbonitrile